6-(5-Bromothiophen-2-ylmethylamino)-9-(tetrahydrofuran-2-yl)purin BrC1=CC=C(S1)CNC1=C2N=CN(C2=NC=N1)C1OCCC1